(3R)-1-[3-amino-7-(2-fluoro-6-methyl-phenyl)-5-isoquinolyl]piperidin-3-ol NC=1N=CC2=CC(=CC(=C2C1)N1C[C@@H](CCC1)O)C1=C(C=CC=C1C)F